(+/-)-2,5,7,8-tetramethyl-2-(4',8',12'-trimethyltridecyl)-6-chromanol CC1(OC2=C(C(=C(C(=C2CC1)C)O)C)C)CCCC(CCCC(CCCC(C)C)C)C